C(CC(C)C)OC(CCC(=O)C=1SC=C(C1)C1=CNC2=C(C=CC=C12)F)=O 4-(4-(7-fluoro-1H-indol-3-yl)thiophen-2-yl)-4-oxobutanoic acid isoamyl ester